FC1=CC=C(C=C1)C1=C(C=CC=C1)CN1CCN(CC1)CC1=C2C=NC(C2=CC=C1)=O 4-((4-((4'-Fluoro-[1,1'-biphenyl]-2-yl)methyl)piperazin-1-yl)methyl)-1-oxoisoindole